O=C1N(C=CC(N1)=O)CC(CCOCP(OCC)(OCC)=O)O diethyl {[4-(2,4-dioxo-1,2,3,4-tetrahydro-pyrimidin-1-yl)-3-hydroxybutoxy]methyl}phosphonate